(choline) hexenoate C(C=CCCC)(=O)OCC[N+](C)(C)C